2,5-bistrifluoromethyl-N-(4-(N-(3-chloro-2-methylphenyl)sulfamoyl)phenyl)benzenesulfonamide Tin [Sn].FC(C1=C(C=C(C=C1)C(F)(F)F)S(=O)(=O)NC1=CC=C(C=C1)S(NC1=C(C(=CC=C1)Cl)C)(=O)=O)(F)F